(S)-5-(5,5-Difluoro-4-hydroxy-3-(trifluoromethyl)-5,6-dihydrocyclopenta[b]pyrrol-1(4H)-yl)-2,3-Difluorobenzonitrile FC1([C@H](C2=C(N(C=C2C(F)(F)F)C=2C=C(C(=C(C#N)C2)F)F)C1)O)F